4-methyl-2-(2-methylpropyl)tetrahydro-2H-4-pyranol tert-Butyl-4-{2-[({[(2S,5R)-6-hydroxy-7-oxo-1,6-diazabicyclo[3.2.1]oct-2-yl]carbonyl}amino)oxy]ethyl}piperazine-1-carboxylate C(C)(C)(C)C1N(CCN(C1)CCONC(=O)[C@H]1N2C(N([C@H](CC1)C2)O)=O)C(=O)OC2(CC(OCC2)CC(C)C)C